ClC1=CC(=C2C(=N1)C(=NN2C2OCCCC2)OC)C=O E-5-chloro-3-methoxy-1-(tetrahydro-2H-pyran-2-yl)-1H-pyrazolo[4,3-b]pyridine-7-carbaldehyde